CN([C@@H](CN1C2=CC=CC=C2SC=2C=CC=CC12)C)C |r| (RS)-N,N-dimethyl-1-(10H-phenothiazin-10-yl)propan-2-amine